N-(piperidin-4-ylmethyl)formamide N1CCC(CC1)CNC=O